8-[(3R)-3-(dimethylamino)pyrrolidin-1-yl]-N-{8-fluoro-2-methylimidazo[1,2-a]pyridin-6-yl}-3-methoxyquinoxaline-5-carboxamide CN([C@H]1CN(CC1)C1=CC=C(C=2N=C(C=NC12)OC)C(=O)NC=1C=C(C=2N(C1)C=C(N2)C)F)C